O=S1(CC=CC2=CC(=CC=C12)NC1=NC=C(C(=N1)N[C@H](CO)C1=CC=CC=C1)C=1OC=CN1)=O (2S)-2-[[2-[(1,1-dioxo-2H-thiochromen-6-yl)amino]-5-oxazol-2-yl-pyrimidin-4-yl]amino]-2-phenyl-ethanol